5-chloro-N-((1R,3r,5S,6r)-3-(6-chloro-1H-indazol-4-yl)-3-hydroxybicyclo[3.1.0]hexan-6-yl)-1H-benzo[d]imidazole-2-carboxamide ClC1=CC2=C(NC(=N2)C(=O)NC2[C@H]3CC(C[C@@H]23)(O)C2=C3C=NNC3=CC(=C2)Cl)C=C1